6-(difluoromethoxy)-5-fluoro-3-nitro-pyridin-2-ol FC(OC1=C(C=C(C(=N1)O)[N+](=O)[O-])F)F